2-amino-N-[7-fluoro-2-[[2-[2-oxo-3-(3-oxo-4H-pyrazino[2,3-b][1,4]oxazin-6-yl)oxazolidin-5-yl]ethylamino]methyl]indan-5-yl]-2-methyl-propanamide NC(C(=O)NC=1C=C2CC(CC2=C(C1)F)CNCCC1CN(C(O1)=O)C1=NC2=C(OCC(N2)=O)N=C1)(C)C